COC(C1C(C=C(C=C1)Cl)(Cl)NC(C)=O)=O (2-acetamido)-2,4-dichlorobenzoic acid methyl ester